[2-chloro-6-(trifluoromethyl)-3-pyridyl]methanol ClC1=NC(=CC=C1CO)C(F)(F)F